2-(4-((((1r,3S)-3-((2-(2,6-dioxopiperidin-3-yl)-7-methoxy-1,3-dioxoisoindolin-5-yl)oxy)cyclobutyl)(isopropyl)amino)methyl)piperidin-1-yl)pyrimidine-5-carboxamide O=C1NC(CC[C@@H]1N1C(C2=C(C=C(C=C2C1=O)OC1CC(C1)N(C(C)C)CC1CCN(CC1)C1=NC=C(C=N1)C(=O)N)OC)=O)=O